3-[5-methyl-1-[4-(trifluoromethoxy)phenyl]pyrazol-3-yl]-3,8-diazabicyclo[3.2.1]octane CC1=CC(=NN1C1=CC=C(C=C1)OC(F)(F)F)N1CC2CCC(C1)N2